(E)-2,3-bis(trifluoromethyl)oxirane zinc(II) tartrate C(=O)([O-])C(O)C(O)C(=O)[O-].[Zn+2].FC(C1OC1C(F)(F)F)(F)F